3-Trideuteromethoxy-4'-methoxy-5-(4-methyl-4-carboxypentoxy)-(E)-stilbene [2H]C(OC=1C=C(C=C(C1)OCCCC(C)(C(=O)O)C)\C=C\C1=CC=C(C=C1)OC)([2H])[2H]